ClC1=CC=CC(=N1)N1N=C(C(=C1)C=O)C#CCNC(OC(C)(C)C)=O tert-Butyl (3-(1-(6-chloropyridin-2-yl)-4-formyl-1H-pyrazol-3-yl)prop-2-yn-1-yl)carbamate